ClC=1C=CC(=C(C1)C1=NN(C=C1NC(=O)C=1C=NN2C1N=CC=C2)CC(=O)O)OC 2-(3-(5-chloro-2-methoxyphenyl)-4-(pyrazolo[1,5-a]pyrimidine-3-carboxamido)-1H-pyrazol-1-yl)acetic acid